C(C)OC(/C=C/C1=CC=C(S1)CC(=O)O)=O 2-[5-[(E)-3-ethoxy-3-oxo-prop-1-enyl]-2-thienyl]acetic acid